BrC=1C=CC(=NC1)OCC(F)(F)F 5-Bromo-2-(2,2,2-trifluoro-ethoxy)-pyridine